tris-(trimethylsilane) phosphate P(=O)(O)(O)O.C[SiH](C)C.C[SiH](C)C.C[SiH](C)C